N1CC(C1)COC1=CC=C(OCC2=C(C=CC=C2)NC(=O)C2=CC3=C(N2C)C=CS3)C=C1 N-[2-[[4-(azetidin-3-ylmethoxy)phenoxy]methyl]phenyl]-4-methyl-thieno[3,2-b]pyrrole-5-carboxamide